acryloyloxyn-pentyl isocyanate C(C=C)(=O)OCCCCCN=C=O